Methylpropylenediamine CC(CN)NC